CC1=NC(=CC(=N1)OCCNC(=O)[C@H]1N(CCN(C1)C(=O)OCC1C2=CC=CC=C2C=2C=CC=CC12)C(=O)OC(C)(C)C)NC=1SC(=CN1)C1=CC=CC=C1 O1-tert-butyl O4-(9H-fluoren-9-ylmethyl) (2S)-2-[2-[2-methyl-6-[(5-phenylthiazol-2-yl)amino]pyrimidin-4-yl]oxy ethylcarbamoyl]piperazine-1,4-dicarboxylate